C(C)(C)C1=CC=C(C=C1)C=CC1=CC=CC=C1 4-isopropyl-stilbene